OCC=1C=C2C=3N(C(C(NC3C1)=O)C)C(N2)=O 8-(hydroxymethyl)-4-methyl-4H-imidazo[1,5,4-de]quinoxaline-2,5(1H,6H)-dione